(S)-N-(1-(6-oxo-5-(trifluoromethyl)-1,6-dihydropyridin-3-yl)ethoxy)-1-(5-(trifluoromethyl)pyrimidin-2-yl)-1,2,3,6-tetrahydropyridine-4-carboxamide O=C1C(=CC(=CN1)[C@H](C)ONC(=O)C=1CCN(CC1)C1=NC=C(C=N1)C(F)(F)F)C(F)(F)F